1-(4-(2-(4-(2-acetoxy-3-(ethylsulfonyl)propoxy)-3-chlorophenyl)propan-2-yl)-2-chlorophenoxy)-3-chloropropan-2-yl acetate C(C)(=O)OC(COC1=C(C=C(C=C1)C(C)(C)C1=CC(=C(C=C1)OCC(CS(=O)(=O)CC)OC(C)=O)Cl)Cl)CCl